FC1(CC=C(C=C1)S(=O)(=O)NC1=CC=C2CCCN(C2=C1)S(=O)(=O)C1=CC=C(C=C1)C(F)(F)F)F 4,4-difluoro-N-(1-((4-(trifluoromethyl)phenyl)sulfonyl)-1,2,3,4-tetrahydroquinolin-7-yl)benzenesulfonamide